C(C)(C)(C)OC(=O)N1C(CC=CC1)C=1C=CC=C2C(=CN=CC12)N1C(NC(CC1)=O)=O [4-(2,4-Dioxohexahydropyrimidin-1-yl)-8-isoquinolinyl]-3,6-dihydro-2H-pyridine-1-Formic acid tert-butyl ester